COC1=C(C=CC=C1)C1=CN(C2=NC(=CC=C21)NC(=O)[C@H]2[C@@H](C2)CCOC2OCCCC2)COCC[Si](C)(C)C trans-N-[3-(2-methoxyphenyl)-1-[[2-(trimethylsilyl)ethoxy]methyl]pyrrolo[2,3-b]pyridin-6-yl]-2-[2-(oxan-2-yloxy)ethyl]cyclopropane-1-carboxamide